ON=C1CC2C(CN(C2)C(=O)OC(C)(C)C)C1 tert-butyl 5-hydroxyimino-1,3,3a,4,6,6a-hexahydrocyclopenta[c]pyrrole-2-carboxylate